O=C1N(CCC(N1)=O)C1=NC=CC2=C1C=NN2C2CCN(CC2)C(=O)OC(C)(C)C tert-butyl 4-(4-(2,4-dioxotetrahydropyrimidin-1(2H)-yl)-1H-pyrazolo[4,3-c]pyridin-1-yl)piperidine-1-carboxylate